FC=1C=C2C(=NC(=NC2=CC1)C)N1CC=2C=C(C=NC2CC1)N1C[C@H](OCC1)C1=CC=CC=C1 (R)-4-(6-(6-fluoro-2-methylquinazolin-4-yl)-5,6,7,8-tetrahydro-1,6-naphthyridin-3-yl)-2-phenylmorpholine